N1(C=NC=C1)C=1C=C(C(=O)NC2CCCC3C2CCO3)C=CN1 2-(1H-imidazol-1-yl)-N-(octahydrobenzofuran-4-yl)isonicotinamide